C(C)(C)(C)C1=CC(=C(C=C1)C=1NC(=CC(C1)=O)C)OCCO 2-[4-tert-butyl-2-(2-hydroxyethoxy)phenyl]-6-methyl-1H-pyridin-4-one